[Si](C)(C)(C(C)(C)C)OC[C@@H](C1=C(C(=CC(=C1)F)Cl)COC1=CC=C(C=C1)OC)N[S@](=O)C(C)(C)C (R)-N-((R)-2-(tert-butyldimethylsilyloxy)-1-(3-chloro-5-fluoro-2-((4-methoxyphenoxy)methyl)phenyl)ethyl)-2-methylpropane-2-sulfinamide